BrCCC(F)(F)F 1-bromo-3,3,3-trifluoropropane